N-methyl-4-(4,4,5,5-tetramethyl-1,3,2-dioxaborolan-2-yl)pyridine-2-carboxamide CNC(=O)C1=NC=CC(=C1)B1OC(C(O1)(C)C)(C)C